FC1(CN(CC1)C1=NC=CC(=C1NC(=O)C=1C=NC(=CC1)C(C)C)C1=C(C=CC(=C1)OC)F)F N-[2-(3,3-difluoropyrrolidin-1-yl)-4-(2-fluoro-5-methoxy-phenyl)-3-pyridyl]-6-isopropyl-pyridine-3-carboxamide